tert-butyl (R)-(2-(((3-(5-(cyclopropylethynyl)-2-(4,4-difluoroazepan-1-yl)-4-methylnicotinamido)phenyl)(methyl)(oxo)-λ6-sulfaneylidene)amino)-2-oxoethyl)(methyl)carbamate C1(CC1)C#CC=1C=NC(=C(C(=O)NC=2C=C(C=CC2)[S@](=O)(C)=NC(CN(C(OC(C)(C)C)=O)C)=O)C1C)N1CCC(CCC1)(F)F